CN1N=CC(=C1)C1=NN2C(NC3=C(C2=N1)N=CC=C3)=O 2-(1-methyl-1H-pyrazol-4-yl)pyrido[2,3-e][1,2,4]triazolo[1,5-c]pyrimidin-5(6H)-one